NITRODOPA [N+](=O)([O-])N[C@H](C(=O)O)CC1=CC=C(O)C(O)=C1